5-(6,7-difluoro-1,2,3,4-tetrahydronaphthalen-2-yl)-2-(2-fluorophenyl)-4,5,6,7-tetrahydro-3H-imidazo[4,5-c]pyridine FC=1C=C2CCC(CC2=CC1F)N1CC2=C(CC1)N=C(N2)C2=C(C=CC=C2)F